(E)-3-((2-(2-(2-(4-(azetidin-1-yl)-N-methylbut-2-enamido)acetamido)ethyl)pyridin-4-yl)amino)-6-ethyl-5-isobutylpyrazine-2-carboxamide N1(CCC1)C/C=C/C(=O)N(C)CC(=O)NCCC1=NC=CC(=C1)NC=1C(=NC(=C(N1)CC(C)C)CC)C(=O)N